3,6-dimethoxyphenol COC=1C=C(C(=CC1)OC)O